5-(3-hydroxyprop-1-yn-1-yl)-2-methoxynicotinic acid OCC#CC=1C=NC(=C(C(=O)O)C1)OC